OC=1C=C(C=CC1O)C(C(=O)O)C 3,4-dihydroxyphenyl-propionic acid